O1C(CC1)C=O oxetanecarbaldehyde